CC=1C(=NNC1)[C@H](C)O |o1:6| (S*)-1-(4-methyl-1H-pyrazol-3-yl)ethan-1-ol